3-Phenyl-4-(2-phenylethynyl)-1H-pyrazol-5-amine C1(=CC=CC=C1)C1=NNC(=C1C#CC1=CC=CC=C1)N